NCC1=C(N(C=C1)S(=O)(=O)C1=CC=C(C)C=C1)C(=O)OCC ethyl 3-(aminomethyl)-1-tosyl-1H-pyrrole-2-carboxylate